methyl N-methylcarbamate CNC(OC)=O